OCS(=O)(=O)[O-].[Na+].C1(CC1)C=1N=NN(C1)[C@H](C(=O)N1[C@@H](C[C@H](C1)O)C(=O)NCCC1=C(C=CC=C1)S(=O)(=O)C)C(C)(C)C (2S,4r)-1-[(2S)-2-(4-cyclopropyl-triazol-1-yl)-3,3-dimethyl-butyryl]-4-hydroxy-N-[2-(2-methylsulfonylphenyl)ethyl]pyrrolidine-2-carboxamide Sodium hydroxymethanesulfonate